CNS(=O)(=O)C1=CC=CC(=C1)C N,5-dimethylbenzenesulfonamide